BrC=1C=C2CN(CC2=CC1)C1=NC(=NC=C1)C1=NC=NC=C1 (5-bromoisoindolin-2-yl)-[2,4'-bipyrimidine]